2-(6-amino-5-cyanopyridin-3-yl)-N-[(1R)-1-phenylethyl]-6,7-dihydrospiro[pyrazolo[5,1-c][1,4]oxazine-4,3'-pyrrolidine]-1'-carboxamide NC1=C(C=C(C=N1)C1=NN2C(=C1)C1(CN(CC1)C(=O)N[C@H](C)C1=CC=CC=C1)OCC2)C#N